Tri(2,3-dimethyl-2-hexyl) citrate C(CC(O)(C(=O)OC(C)(C(CCC)C)C)CC(=O)OC(C)(C(CCC)C)C)(=O)OC(C)(C(CCC)C)C